(R)-N-((4-fluorobicyclo[2.2.1]heptan-1-yl)methylene)-2-methylpropane-2-sulfinamide FC12CCC(CC1)(C2)C=N[S@](=O)C(C)(C)C